4-((4'-(methylsulfonyl)-[1,1'-biphenyl]-4-yl)oxy)-1H-1,2,3-triazole-5-carboxylic acid 2,2,2-trifluoroacetate FC(C(=O)O)(F)F.CS(=O)(=O)C1=CC=C(C=C1)C1=CC=C(C=C1)OC=1N=NNC1C(=O)O